C(CCCCC)[Sn]OCC hexyl-ethoxytin